4-(4-(naphthalene-2-sulfonyl)-3,4-dihydro-2H-pyrido[4,3-b][1,4]oxazin-8-yl)benzonitrile C1=C(C=CC2=CC=CC=C12)S(=O)(=O)N1C2=C(OCC1)C(=CN=C2)C2=CC=C(C#N)C=C2